C(C)N1C[C@@H]2[C@H](CC1)CCN2C=2N=NC(=C(N2)C)C2=C(C=C(C#N)C=C2)O 4-[3-[(3aR,7aS)-6-Ethyl-3,3a,4,5,7,7a-hexahydro-2H-pyrrolo[2,3-c]pyridin-1-yl]-5-methyl-1,2,4-triazin-6-yl]-3-hydroxy-benzonitrile